O1CCC(CC1)NC(N)=O 3-(oxan-4-yl)urea